N-(4-fluoro-2-methoxyphenyl)-2-((5-(furan-2-yl)-4H-1,2,4-triazol-3-yl)thio)acetamide FC1=CC(=C(C=C1)NC(CSC1=NN=C(N1)C=1OC=CC1)=O)OC